O=C1C(=C(C=NN1)N1[C@@H](C2=CC=CC=C2C1)COC=1C=C(C=CC1)C(=O)N1CCN(CC1)C1=CC=C(C=N1)C#N)C(F)(F)F 6-[4-[(3-[[(1S)-2-[6-Oxo-5-(trifluoromethyl)-1,6-dihydropyridazin-4-yl]-2,3-dihydro-1H-isoindol-1-yl]methoxy]phenyl)carbonyl]piperazin-1-yl]pyridine-3-carbonitrile